C(C1CO1)OCCC[SiH2]C(OC)OC glycidoxypropyl-(dimethoxy)methylsilane